CC1=C(C=C(C=C1)N2C(=O)C(=C(N2)C)N=NC3=CC=CC(=C3O)C4=CC(=CC=C4)C(=O)O)C The molecule is a hydrazine in which each nitrogen atom is substituted, one by a 3'-carboxy-2-hydroxy[1,1'-biphenyl]-3-yl group and the other by a 1-(3,4-dimethylphenyl)-3-methyl-5-oxo-1,5-dihydro-4H-pyrazol-4-ylidene group. A small molecule agonist of the c-mpl (TpoR) receptor (the physiological target of the hormone thrombopoietin), it has been developed as a medication for conditions that lead to thrombocytopenia (abnormally low platelet counts). It has a role as a thrombopoietin receptor agonist and a xenobiotic. It is a member of hydrazines, a member of pyrazoles and a member of benzoic acids.